C(C1=CC=CC=C1)OC(=O)N1CCC(CC1)=O 4-oxopiperidin-1-carboxylic acid benzyl ester